C(C)C(C(=O)[O-])CCCC.C(C)C(C(=O)[O-])CCCC.[Zn+2] zinc(II) bis(2-ethylhexanoate)